Methyl 8-(benzyloxy)-5-(3-(ethoxycarbonyl)thioureido)-4-phenyl-1,6-naphthyridine-7-carboxylate C(C1=CC=CC=C1)OC=1C(=NC(=C2C(=CC=NC12)C1=CC=CC=C1)NC(=S)NC(=O)OCC)C(=O)OC